ClC1=CC2=C(N(N=N2)C=O)C=C1 (5-chloro-1H-benzo[d][1,2,3]triazol-1-yl)methanone